CO[C@H]1CC[C@H](CC1)N1C2=NC(=NC=C2NC1=O)C1=CC(=CC=C1)O 9-(cis-4-Methoxycyclohexyl)-2-(3-hydroxyphenyl)-8-oxo-8,9-dihydro-7H-purine